CC1=CSC2=C1NC(OC2=O)=O 7-Methyl-2H-thieno[3,2-d][1,3]oxazine-2,4(1H)-dione